N1=CC(=CC2=CC=CC=C12)C1=NC(=NC(=N1)C=1C=NC2=CC=CC=C2C1)B(O)O (4,6-bis(quinolin-3-yl)-1,3,5-triazin-2-yl)boronic acid